tert-butyl (1R,5S,6r)-6-((2-(8-(trimethylsilyl)imidazo[1,5-a]pyridin-3-yl)propan-2-yl)carbamoyl)-3-azabicyclo[3.1.1]heptane-3-carboxylate C[Si](C=1C=2N(C=CC1)C(=NC2)C(C)(C)NC(=O)C2[C@H]1CN(C[C@@H]2C1)C(=O)OC(C)(C)C)(C)C